C1=C(C=CC=2C(C3=CC=CC=C3C(C12)=O)=O)C(=O)[O-] anti-anthraquinone-2-carboxylate